C(#N)C1=C(C(=O)NCCOCCNCC(=O)N2CCN(CC2)C(C2=C(C=CC(=C2)CC2=NNC(C3=CC=CC=C23)=O)F)=O)C(=CC(=C1)C1=CC(=CC=C1)CC)F 2-cyano-4-(3-ethylphenyl)-6-fluoro-N-[2-[2-[[2-[4-[2-fluoro-5-[(4-oxo-3H-phthalazin-1-yl)methyl]benzoyl]piperazin-1-yl]-2-oxo-ethyl]amino]ethoxy]ethyl]benzamide